(S)-8-(2-amino-6-((R)-1-(5-chloro-3'-(((1R,4R)-4-hydroxycyclohexyl)carbamoyl)-[1,1'-biphenyl]-2-yl)-2,2,2-trifluoroethoxy)pyrimidin-4-yl)-2,8-diazaspiro[4.5]decane-3-carboxylic acid NC1=NC(=CC(=N1)N1CCC2(C[C@H](NC2)C(=O)O)CC1)O[C@@H](C(F)(F)F)C1=C(C=C(C=C1)Cl)C1=CC(=CC=C1)C(NC1CCC(CC1)O)=O